O1C(CCCC1)N1N=CC(=C1)C=1C=CC(=NC1)N1CCC(CC1)CN1C(CCC1)=O 1-((1-(5-(1-(tetrahydro-2H-pyran-2-yl)-1H-pyrazol-4-yl)pyridin-2-yl)piperidin-4-yl)Methyl)pyrrolidin-2-one